ethyl 3-((bis(4-chlorophenyl) methyl) amino)-2-((boc) amino)-2-methyl-3-oxopropanoate ClC1=CC=C(C=C1)C(C1=CC=C(C=C1)Cl)NC(C(C(=O)OCC)(C)NC(=O)OC(C)(C)C)=O